N-benzyl-6-((2-butyl-4-methoxyquinolin-6-yl)oxy)-N-methylhexane-1-amine C(C1=CC=CC=C1)N(CCCCCCOC=1C=C2C(=CC(=NC2=CC1)CCCC)OC)C